tert-butyl (2-(2,6-dioxopiperidin-3-yl)-1-oxoisoindoline-5-carbonyl)-L-prolinate O=C1NC(CCC1N1C(C2=CC=C(C=C2C1)C(=O)N1[C@@H](CCC1)C(=O)OC(C)(C)C)=O)=O